C12OCC(N(C1)CC1(CC1)CO)CC2 (1-((2-oxa-5-azabicyclo[2.2.2]oct-5-yl)methyl)cyclopropyl)methanol